BrC=1C=C2C(=CN=CC2=CC1)OCC(F)(F)F 6-bromo-4-(2,2,2-trifluoroethoxy)isoquinoline